methyl 4-((5-(butylamino)-7-((4-methoxybenzyl)amino)-4-oxopyrimido[4,5-d]pyrimidin-3(4H)-yl)methyl)benzoate C(CCC)NC1=C2C(=NC(=N1)NCC1=CC=C(C=C1)OC)N=CN(C2=O)CC2=CC=C(C(=O)OC)C=C2